C(C)N(CCN(CCOC(N(CCCCCCCC\C=C/C\C=C/CCCCC)CCCCCCCC\C=C/C\C=C/CCCCC)=O)C)CC 2-((2-(Diethylamino)ethyl)(methyl)amino)ethyldi((9Z,12Z)-octadeca-9,12-dien-1-yl)carbamate